BrC1=NN(C=C1)C1=CC(=C2C(=N1)C=C(S2)CN2CCOCC2)N2CCOCC2 4-(5-(3-Bromo-1H-pyrazol-1-yl)-2-(morpholinomethyl)thieno[3,2-b]pyridin-7-yl)morpholine